tertButyl-(S)-2-(2-(methylamino)ethyl)pyrrolidine C(C)(C)(C)N1[C@@H](CCC1)CCNC